NC1=CC=C(C=C1)C(C(=O)NC(C)(C)C)N(C(C#C)=O)C1=CC(=C(C=C1)OC)Cl N-(1-(4-aminophenyl)-2-(tert-butylamino)-2-oxoethyl)-N-(3-chloro-4-methoxyphenyl)propiolamide